N[C@@H]1C2=CC=CC=C2CC12CCN(CC2)C=2NC(C1=C(N2)NN=C1C1(CC1)C1=CC=CC2=CC=CC=C12)=O (S)-6-(1-amino-1,3-dihydrospiro[indene-2,4'-piperidine]-1'-yl)-3-(1-(naphthalen-1-yl)cyclopropyl)-1,5-dihydro-4H-pyrazolo[3,4-d]pyrimidin-4-one